C(C=C)[C@@H]1[C@@H]2CC[C@H](CN1C1=NC(=NC3=C(C=C(C(=C13)Br)Cl)F)Cl)N2C(=O)OC(C)(C)C tert-butyl (1S,2R,5R)-2-allyl-3-(5-bromo-2,6-dichloro-8-fluoroquinazolin-4-yl)-3,8-diazabicyclo[3.2.1]octane-8-carboxylate